C(C)(C)NCC(COC1=NC(=NC=C1)SC)O (isopropylamino)-3-((2-(methylthio)pyrimidin-4-yl)oxy)propan-2-ol